FC1=CC=C(C=C1)[C@@H]1CNC(CO1)([2H])[2H] (R)-2-(4-fluorophenyl)morpholine-5,5-d2